C(C(C)C)N1C[C@@H](CCC1)C(=O)NC=1N=CC2=CC=C(C=C2C1)C=1C=NN(C1)C (R)-1-isobutyl-N-(6-(1-methyl-1H-pyrazol-4-yl)isoquinolin-3-yl)piperidine-3-carboxamide